C(C=C)C(C)(CC=C)[SiH3] 1,1-diallylethylsilane